(R)-N2-(3-chloro-2,4-difluorophenyl)-N4-(1-cyclopropylethyl)quinazoline-2,4-diamine ClC=1C(=C(C=CC1F)NC1=NC2=CC=CC=C2C(=N1)N[C@H](C)C1CC1)F